(2S,4R)-2'-chloro-3'-iodo-2-methyl-4',5'-dihydro-spiro[piperidine-4,7'-thieno[2,3-C]pyran]-1-carboxylic acid tert-butyl ester C(C)(C)(C)OC(=O)N1[C@H](C[C@]2(OCCC3=C2SC(=C3I)Cl)CC1)C